CC1=CC2=C(C(N3[C@@H](CO2)C[C@@H](C3)OC3=CC2=C(OCC(N2)=O)C=C3)=O)C(=C1)O[C@@H](C(F)(F)F)C (2S,11aR)-8-Methyl-2-((3-oxo-3,4-dihydro-2H-benzo[b][1,4]oxazin-6-yl)oxy)-6-(((R)-1,1,1-trifluoropropan-2-yl)oxy)-2,3,11,11a-tetrahydro-1H,5H-benzo[f]pyrrolo[2,1-c][1,4]oxazepin-5-one